(1-(3-(4-ethoxy-3-methoxyphenyl)-1,2,4-oxadiazol-5-yl)piperidin-4-yl)(2-phenylmorpholino)methanone C(C)OC1=C(C=C(C=C1)C1=NOC(=N1)N1CCC(CC1)C(=O)N1CC(OCC1)C1=CC=CC=C1)OC